2-(5-benzyl-2-hydroxy-3-pentylphenyl)acetic acid methyl ester COC(CC1=C(C(=CC(=C1)CC1=CC=CC=C1)CCCCC)O)=O